(E)-2-(2-((3-(6-aminopyridin-3-yl)acrylamido)methyl)-7-chlorobenzofuran-5-yl)pyrimidine-5-carboxylic acid NC1=CC=C(C=N1)/C=C/C(=O)NCC=1OC2=C(C1)C=C(C=C2Cl)C2=NC=C(C=N2)C(=O)O